C1(=CC=CC=C1)C1(CC(=NO1)C(=O)O)C1=CC=CC=C1 4,5-dihydro-5,5-diphenylisoxazole-3-carboxylic acid